2-methyl-hexane CC(C)CCCC